ethyl (R)-2-hydroxypropanoate O[C@@H](C(=O)OCC)C